C(C)(=O)N1CC2=CC(=CC(=C2C1)C=NSC(C)(C)C)Cl N-((2-acetyl-6-chloroisoindolin-4-yl)methylene)-2-methylpropane-2-sulfenamide